CC1=C(OC2=C(C1=O)C=C(C=C2[C@@H](C)NC2=C(C=CC=C2)C2=NC(=NO2)C)C)C2=CC=CC=C2 3,6-dimethyl-8-[(1R)-1-[2-(3-methyl-1,2,4-oxadiazol-5-yl)anilino]ethyl]-2-phenyl-benzopyran-4-one